12-(4-(4-((2,6-dioxopiperidin-3-yl)amino)phenyl)piperidin-1-yl)-12-oxododecanoic acid O=C1NC(CCC1NC1=CC=C(C=C1)C1CCN(CC1)C(CCCCCCCCCCC(=O)O)=O)=O